C1=CC=CC=2C=CC=3OC=4C=CC=CC4NC3C21 12H-benzophenoxazine